BrC=1C=CC(=NC1)CN1CC(C2(CCN(CC2)C(=O)OC(C)(C)C)CC1)(F)F Tert-butyl 9-[(5-bromopyridin-2-yl)methyl]-7,7-difluoro-3,9-diazaspiro[5.5]undecane-3-carboxylate